ClC1=CC=C2C(=CC(=NC2=C1)N1CC(CCC1)NC(OC(C)(C)C)=O)N1C=NC=C1 tert-butyl (1-(7-chloro-4-(1H-imidazol-1-yl)quinolin-2-yl)piperidin-3-yl)carbamate